6-(2,4-dimethoxypyrimidin-5-yl)-8-(3,3-dimethylpyrrolidin-1-yl)imidazo[1,2-b]pyridazine COC1=NC=C(C(=N1)OC)C=1C=C(C=2N(N1)C=CN2)N2CC(CC2)(C)C